(R)-N-((6-cyclopropylimidazo[1,2-a]pyridin-2-yl)methylene)-2-methylpropane-2-sulfinamide C1(CC1)C=1C=CC=2N(C1)C=C(N2)C=N[S@](=O)C(C)(C)C